ClC=1C=C(C=CC1CN1C(CCC1)C1=CC2=C(OCCO2)C=C1)C1=NC=CC=C1 (3-chloro-4-((2-(2,3-dihydrobenzo[b][1,4]dioxin-6-yl)pyrrolidin-1-yl)methyl)phenyl)pyridine